COCCOC1=C(C(=O)OC)C=CC(=C1)[N+](=O)[O-] methyl 2-(2-methoxyethoxy)-4-nitrobenzoate